1-(3-cyano-1-isopropyl-1H-indazol-5-yl)-1H-pyrazole-4-carboxylic acid isopropyl ester C(C)(C)OC(=O)C=1C=NN(C1)C=1C=C2C(=NN(C2=CC1)C(C)C)C#N